1-{[2-(3-Methoxyphenyl)[1,2,4]triazolo[1,5-c]quinazolin-5-yl]amino}cyclopentane-1-carboxamide COC=1C=C(C=CC1)C1=NN2C(=NC=3C=CC=CC3C2=N1)NC1(CCCC1)C(=O)N